FC1=C(C(=CC=C1)C)N1CCC(CC1)N1C(N(C=2C(C1)=CN(N2)CCNC)CC2=C(C=CC=C2)C(F)(F)F)=O 5-[1-(2-Fluoro-6-methyl-phenyl)-piperidin-4-yl]-2-(2-methylamino-ethyl)-7-(2-trifluoromethyl-benzyl)-2,4,5,7-tetrahydro-pyrazolo[3,4-d]pyrimidin-6-on